FC(C(=O)N)(OC(C(F)(F)F)(F)F)F perfluoro(2-ethoxy)acetamide